C1(CCCCC1)COC=1C(=C(C=C(C1C(=O)N1CC2=CC=C(C=C2C1)CN1CCN(CC1)C)C1=C(C=CC(=C1)C)S(=O)(=O)[O-])C1=C(C=CC(=C1)C)S(=O)(=O)[O-])C 5-(cyclohexylmethoxy)-4-methyl-6-(5-((4-methylpiperazin-1-yl) methyl) isoindoline-2-carbonyl)-1,3-phenylenedi(4-methylbenzenesulfonate)